O=C(CC=O)N1CCC(CC1)CSC1=CC=CC=2CCCCC12 3-oxo-3-(4-(((5,6,7,8-tetrahydronaphthalen-1-yl)thio)methyl)piperidin-1-yl)propanal